2-[3,5-dimethyl-4-[2-(trifluoromethyl)-4-pyridyl]pyrazol-1-yl]-N-(3-fluoro-5-pyrazin-2-yl-2-pyridyl)acetamide CC1=NN(C(=C1C1=CC(=NC=C1)C(F)(F)F)C)CC(=O)NC1=NC=C(C=C1F)C1=NC=CN=C1